[O].[O].C(C)C1C=CC2=CC=CC=C12 ethyl-indene dioxygen